N,N-dimethylaminoethyl-methacrylic acid diethylsulfuric acid salt C(C)OS(OCC)(=O)=O.CN(C)CCC=C(C(=O)O)C